S(=O)(=O)(C1=CC=C(C)C=C1)N1C=C(C=2C1=NC=C(C2)C2=CC=C(CN1CC(CCC1)O)C=C2)C=2C=NC(=CC2)C(F)(F)F 1-(4-(1-tosyl-3-(6-(trifluoromethyl)pyridin-3-yl)-1H-pyrrolo[2,3-b]pyridin-5-yl)benzyl)piperidin-3-ol